FC1=C(C=CC(=C1)F)C1=NC(=NC2=C1N=C(N(C2=O)C)C)N2CC(O[C@H](C2)C2=CC(=NC=C2)C)(C)C (S)-8-(2,4-difluorophenyl)-6-(2,2-dimethyl-6-(2-methylpyridin-4-yl)morpholino)-2,3-dimethylpyrimido[5,4-d]pyrimidin-4(3H)-one